4-((5-Aminopentyl)oxy)-2-(2,6-dioxopiperidin-3-yl)isoindoline-1,3-dione trifluoroacetate salt FC(C(=O)O)(F)F.NCCCCCOC1=C2C(N(C(C2=CC=C1)=O)C1C(NC(CC1)=O)=O)=O